3-(5-((4-(2-(1-methyl-1H-pyrazol-5-yl)benzyl)piperazin-1-yl)methyl)-1-oxoisoindolin-2-yl)piperidine-2,6-dione CN1N=CC=C1C1=C(CN2CCN(CC2)CC=2C=C3CN(C(C3=CC2)=O)C2C(NC(CC2)=O)=O)C=CC=C1